[Na].FC(C=1C=C(C=C(C1)C(F)(F)F)OB(O)O)(F)F (3,5-bis(trifluoromethyl)phenyl)boric acid Sodium